1H-imidazole-4-carbonitrile trifluoroacetic acid salt FC(C(=O)O)(F)F.N1C=NC(=C1)C#N